C(N)(=O)C=1C=C(C(=C(OCC#CC2CCN(CC2)C(=O)OC(C)(C)C)C1)NC\C=C\CNC1=C(C=C(C=C1[N+](=O)[O-])C(=O)OC)OC)[N+](=O)[O-] tert-butyl (E)-4-(3-(5-carbamoyl-2-((4-((2-methoxy-4-(methoxycarbonyl)-6-nitro-phenyl)amino)but-2-en-1-yl)amino)-3-nitrophenoxy)prop-1-yn-1-yl)piperidine-1-carboxylate